O1CCC(CC1)NC(=O)[C@@H]1CC12CCN(CC2)C(=O)OC(C(F)(F)F)C(F)(F)F 1,1,1,3,3,3-hexafluoropropan-2-yl (R)-1-((tetrahydro-2H-pyran-4-yl)carbamoyl)-6-azaspiro[2.5]octane-6-carboxylate